(3-((4-(4-methylpyrimidin-5-yl)thiophen-2-yl)methyl)-1,2,3-oxadiazol-3-ium-5-yl)((3-(trifluoromethyl)phenyl)carbamoyl)amide CC1=NC=NC=C1C=1C=C(SC1)C[N+]1=NOC(=C1)[N-]C(NC1=CC(=CC=C1)C(F)(F)F)=O